5-(4-amino-5-{[4-(trifluoromethyl)piperidin-1-yl]methyl}pyrrolo[2,1-f][1,2,4]triazin-7-yl)-2-chloro-N-[(3R,4S)-4-fluoro-1-(2-fluorobenzoyl)pyrrolidin-3-yl]benzamide NC1=NC=NN2C1=C(C=C2C=2C=CC(=C(C(=O)N[C@@H]1CN(C[C@@H]1F)C(C1=C(C=CC=C1)F)=O)C2)Cl)CN2CCC(CC2)C(F)(F)F